N-(3-(dimethylamino)propyl)docosanamide CN(CCCNC(CCCCCCCCCCCCCCCCCCCCC)=O)C